C(C)N(CC)CCN(CCOC(OC(CCCCC(=O)OCC(CCCCCCCC)CCCCCC)CCCCCC)=O)C(C)C 2-Hexyldecyl 3-ethyl-12-hexyl-6-isopropyl-10-oxo-9,11-dioxa-3,6-diazaheptadecan-17-oate